CN1C(=NN=C1)[C@@H](C=1C=C(C=CC1)N1C(C2=CC(=CC(=C2C1)C(F)(F)F)C1CN(C1)CCC)=O)C1COC1 (R)-2-(3-((4-methyl-4H-1,2,4-triazol-3-yl)(oxetan-3-yl)methyl)phenyl)-6-(1-propylazetidin-3-yl)-4-(trifluoromethyl)isoindolin-1-one